FC(C1=NC(=NO1)C1=CC(=NC=C1)OC(C)C1=NC2=C(N1)C=CC=C2)(F)F 2-[1-({4-[5-(trifluoromethyl)-1,2,4-oxadiazol-3-yl]pyridin-2-yl}oxy)ethyl]-1H-benzimidazole